N1CC(C1)NS(=O)(=O)C1=CC(=C(C=C1)OCC)C=1NC(C2=C(N1)C(=NN2C)CCC)=O N-(azetidin-3-yl)-4-ethoxy-3-(1-methyl-7-oxo-3-propyl-6,7-dihydro-1H-pyrazolo[4,3-d]pyrimidin-5-yl)benzenesulfonamide